4-[3-(2,6-Dichloro-4-morpholin-4-ylbenzoyl)-2,4-dihydro-1,3-benzoxazin-8-yl]-5-fluoro-2-(3-oxa-8-azabicyclo[3.2.1]octan-8-yl)benzoic acid ClC1=C(C(=O)N2COC3=C(C2)C=CC=C3C3=CC(=C(C(=O)O)C=C3F)N3C2COCC3CC2)C(=CC(=C1)N1CCOCC1)Cl